6-bromo-2,2-dimethylchroman-4-one BrC=1C=C2C(CC(OC2=CC1)(C)C)=O